(R)-N-(2,8-Dimethylimidazo[1,2-a]pyrazin-6-yl)-5-(3-(methylamino)-pyrrolidin-1-yl)pyrimidine-2-carboxamide CC=1N=C2N(C=C(N=C2C)NC(=O)C2=NC=C(C=N2)N2C[C@@H](CC2)NC)C1